(3-(dimethylcarbamoyl)phenyl)-5-nitrofuran-2-carboxamide CN(C(=O)C=1C=C(C=CC1)C1=C(OC(=C1)[N+](=O)[O-])C(=O)N)C